COC1=C(C=C(C(=C1)N1C[C@@H](N([C@@H](C1)C)C)C)C)C1(N=C(C2=C(N1)NC=C2)NC=2C=CC=C1CCN(C21)S(=O)(=O)C)N 2-(2-methoxy-5-methyl-4-((3S,5R)-3,4,5-trimethylpiperazin-1-yl)phenyl)-N4-(1-(methylsulfonyl)indolin-7-yl)-7H-pyrrolo[2,3-d]pyrimidine-2,4-diamine